tert-butyl (cis)-2-(3-fluoro-4-(7-((tetrahydro-2H-pyran-4-yl)carbamoyl)benzo[d]imidazo[2,1-b]thiazol-2-yl)phenyl)-4-hydroxypyrrolidine-1-carboxylate FC=1C=C(C=CC1C=1N=C2SC3=C(N2C1)C=CC(=C3)C(NC3CCOCC3)=O)[C@@H]3N(C[C@@H](C3)O)C(=O)OC(C)(C)C